2-(2-chloroethoxy)-5-(2-(4-ethynylphenyl)propan-2-yl)isophthalonitrile ClCCOC1=C(C#N)C=C(C=C1C#N)C(C)(C)C1=CC=C(C=C1)C#C